benzyl (R)-4-(((2-(pyrrolidin-1-yl)ethyl)carbamoyl)oxy)decanoate N1(CCCC1)CCNC(=O)O[C@@H](CCC(=O)OCC1=CC=CC=C1)CCCCCC